(3-dimethylaminopropyl)dimethoxymethylsilane CN(CCC[SiH2]C(OC)OC)C